2,5-dibromo-6-methylpyridine BrC1=NC(=C(C=C1)Br)C